FC1(CC(C1)C=1N=C(N2C1C1=CC(=C(C=C1CC2)OC)C2=NN(C=C2)C)C(=O)O)F 1-(3,3-difluorocyclobutyl)-8-methoxy-9-(1-methyl-1H-pyrazol-3-yl)-5,6-dihydroimidazo[5,1-a]isoquinoline-3-carboxylic acid